2,3-dihydroxypropan-1-yl 9,10,16-trihydroxyhexadecanoate OC(CCCCCCCC(=O)OCC(CO)O)C(CCCCCCO)O